FC(C=1C(=NC=CC1)OC1=CC2=C(N=C(S2)N2C([C@H]3[C@H]4C=C[C@@H]([C@H]3C2=O)C4)=O)C=C1)(F)F (1r,2s,6r,7s)-4-[6-[[3-(trifluoromethyl)-2-pyridinyl]oxy]-1,3-benzothiazol-2-yl]-4-azatricyclo[5.2.1.02,6]dec-8-ene-3,5-dione